C([O-])([O-])=O.[Mn+2].[Ba+2].C([O-])([O-])=O barium-manganese carbonate